FC(CNC(COC1=C(C=CC=C1)P(O)(O)=O)=O)(C1=CC(=CC=C1)OC(F)(F)F)F (2-(2-((2,2-difluoro-2-(3-(trifluoromethoxy)phenyl)ethyl)amino)-2-oxoethoxy)phenyl)phosphonic acid